(Z)-1-(((1r,4r)-4-aminocyclohexyl)methyl)-3-((3,5-dimethyl-1H-pyrrol-2-yl)methylene)-5-fluoro-N-methoxy-2-oxoindoline-6-carboxamide hydrochloride Cl.NC1CCC(CC1)CN1C(\C(\C2=CC(=C(C=C12)C(=O)NOC)F)=C/C=1NC(=CC1C)C)=O